N-(4-(2-(((1r,4r)-4-aminocyclohexyl)-amino)-8-ethyl-quinazolin-6-yl)-3-methylphenyl)-3-chlorobenzene-sulfonamide, formate salt C(=O)O.NC1CCC(CC1)NC1=NC2=C(C=C(C=C2C=N1)C1=C(C=C(C=C1)NS(=O)(=O)C1=CC(=CC=C1)Cl)C)CC